C(#N)/C(/C(=O)N[C@H](C)C1=C(C=C(C=C1)F)F)=C\C1=CNC2=NC=CC=C21 (R,E)-2-cyano-N-(1-(2,4-difluorophenyl)ethyl)-3-(1H-pyrrolo[2,3-b]pyridin-3-yl)acrylamide